C(C)(C)(C)OC(CC[C@@H](C(=O)N)N1C(C2=CC=CC(=C2C1)O)=O)=O (4S)-5-amino-4-(4-hydroxy-1-oxo-isoindolin-2-yl)-5-oxo-pentanoic acid tert-butyl ester